(2R)-2-[4-chloro-5-fluoro-2-(1,2-oxazol-5-yl)phenoxy]-3-fluoropropionic acid ClC1=CC(=C(O[C@H](C(=O)O)CF)C=C1F)C1=CC=NO1